2-(3,5-diethoxy-4-ethylsulfanylphenyl)ethanamine C(C)OC=1C=C(C=C(C1SCC)OCC)CCN